C(N)(=O)C12CC(C1)(C2)NC(C2=C(N=CC(=C2C)C#N)N2CCC(CCC2)(F)F)=O N-(3-carbamoylbicyclo[1.1.1]pentan-1-yl)-5-cyano-2-(4,4-difluoroazepan-1-yl)-4-methylnicotinamide